(3s,4s,5r)-3-(2-methoxy-3-(trifluoromethyl)phenyl)-4,5-dimethyl-5-(trifluoromethyl)dihydrofuran-2(3H)-one COC1=C(C=CC=C1C(F)(F)F)[C@H]1C(O[C@]([C@H]1C)(C(F)(F)F)C)=O